methyl 5-bromo-1-ethyl-6-oxo-1,6-dihydropyridine-3-carboxylate BrC1=CC(=CN(C1=O)CC)C(=O)OC